1,2-dimethylpyrrolium acetate C(C)(=O)[O-].C[NH+]1C(=CC=C1)C